CC1=C(N=NC(=C1C)N1CC=2C=C(C=NC2CC1)N1CC(OCC1)C1=NC=CC=C1)C#N 4,5-dimethyl-6-(3-(2-(pyridin-2-yl)morpholino)-7,8-dihydro-1,6-naphthyridin-6(5H)-yl)pyridazine-3-carbonitrile